N-(4-(2-acryloyl-2,6-diazaspiro[3.4]octan-6-yl)-5-cyano-6-(5-methyl-1H-indazol-4-yl)pyrimidin-2-yl)picolinamide C(C=C)(=O)N1CC2(C1)CN(CC2)C2=NC(=NC(=C2C#N)C2=C1C=NNC1=CC=C2C)NC(C2=NC=CC=C2)=O